C(C)(=O)C[C@H]1O[C@@H]([C@H]([C@H]1CC(=O)[O-])CC(=O)[O-])C=1C(NC(N(C1)C1CSCC1)=O)=O (2R,3R,4S,5S)-2-(acetylmethyl)-5-(2,4-dioxo-1-(tetrahydrothiophen-3-yl)-1,2,3,4-Tetrahydropyrimidin-5-yl)tetrahydrofuran-3,4-diacetate